3-(trifluoromethyl)-[1,1'-biphenyl]-4-carboxamide FC(C=1C=C(C=CC1C(=O)N)C1=CC=CC=C1)(F)F